C[SiH](CCCCCCCC[Zn]CCCCCCCC[SiH](C)C)C bis(8-(dimethylsilyl)octyl)zinc